5-fluoro-1H-pyrrolo[2,3-b]pyridin FC=1C=C2C(=NC1)NC=C2